4-[4-[3-Fluoro-4-(5-hydroxypyridin-3-yl)benzoyl]piperazin-1-yl]-N-[3-nitro-4-(2-phenylsulfanylethylamino)phenyl]sulfonylbenzamide FC=1C=C(C(=O)N2CCN(CC2)C2=CC=C(C(=O)NS(=O)(=O)C3=CC(=C(C=C3)NCCSC3=CC=CC=C3)[N+](=O)[O-])C=C2)C=CC1C=1C=NC=C(C1)O